NN(S(=O)(=O)O)CC1=CC=C2N=C3C(C=4C=C(C=CC4N3C(C2=C1)=O)C#N)=NOC 6-[(aminosulfoamino)methyl]-17-(methoxyimino)-9-oxo-2,10-diazatetracyclo[8.7.0.03,8.011,16]heptadeca-1,3,5,7,11(16),12,14-heptaene-14-carbonitrile